4-(4,6-diisopropoxy-1,3,5-triazin-2-yl)-4-ethylmorpholinium chloride [Cl-].C(C)(C)OC1=NC(=NC(=N1)OC(C)C)[N+]1(CCOCC1)CC